CC1CCN(CC1)C1=CC=C(C=C1)C=O [4-(4-methyl-1-piperidyl)phenyl]methanone